BrC=1C=C2C(C(N(C2=CC1C(=O)OCC)C)=O)(C)COC ethyl 5-bromo-3-(methoxymethyl)-1,3-dimethyl-2-oxo-indoline-6-carboxylate